valine erucate C(CCCCCCCCCCC\C=C/CCCCCCCC)(=O)O.N[C@@H](C(C)C)C(=O)O